C(C)(C)(C)OC(=O)N[C@H]1CSC2=C(N(C1=O)CC1=CC=C(C=C1)Cl)C=C(C=C2)C2=NN=C(O2)C2(CCN(CC2)C(=O)OCC2=CC=CC=C2)C benzyl 4-[5-[(3R)-3-(tert-butoxycarbonylamino)-5-[(4-chlorophenyl)methyl]-4-oxo-2,3-dihydro-1,5-benzothiazepin-7-yl]-1,3,4-oxadiazol-2-yl]-4-methyl-piperidine-1-carboxylate